methyl 3-vinylpyrrolidine-3-carboxylate C(=C)C1(CNCC1)C(=O)OC